OC=1C=CC=C2C=CC=C(C12)C=O 8-HYDROXYNAPHTHALENE-1-CARBOXALDEHYDE